2-(3-cyanophenyl)-3-(2,6-dimethyl-4-pyridyl)-N-[(1R)-2-hydroxy-1,2-dimethyl-propyl]pyrazolo[1,5-a]pyrimidine-5-carboxamide C(#N)C=1C=C(C=CC1)C1=NN2C(N=C(C=C2)C(=O)N[C@@H](C(C)(C)O)C)=C1C1=CC(=NC(=C1)C)C